C(CC)N(C(C1=C(C(=C(C(=O)N)C=C1)O)O)=O)CCC N,N-Dipropyl-2,3-dihydroxyterephthalamid